O1COC=2C=CC3=C(N=C(S3)N3C(N[C@@H]4[C@H]3CN(CCC4)C4COC4)=O)C21 |r| rac-(3aR,8aS)-3-(2H-[1,3]dioxolo[4,5-e][1,3]benzothiazole-7-yl)-5-(oxetane-3-yl)octahydroImidazo[4,5-c]azepine-2(1H)-on